C1(CCC1)[C@@H](C)N(C(=O)OCC1=C(C=NN1C)C1=CC=C(C=N1)O[C@@H]1C[C@H](CCC1)C(=O)O)C |&1:4| (rac)-(1S,3S)-3-((6-(5-((((1-cyclobutylethyl)(methyl)carbamoyl)oxy)methyl)-1-methyl-1H-pyrazol-4-yl)pyridin-3-yl)oxy)cyclohexane-1-carboxylic acid